2-(piperidin-1-yl)-5-(trifluoromethyl)aniline N1(CCCCC1)C1=C(N)C=C(C=C1)C(F)(F)F